4-{2-Fluoro-5-[methoxy-(3-methyl-pyrazin-2-yl)methyl]-phenyl}-7-morpholin-4-ylquinazoline FC1=C(C=C(C=C1)C(C1=NC=CN=C1C)OC)C1=NC=NC2=CC(=CC=C12)N1CCOCC1